C(C)(=O)OC(C)CC (sec-butyl) acetate